rac-tert-butyl (1R,6S)-3,9-diazabicyclo[4.2.1]nonane-3-carboxylate [C@H]12CN(CC[C@H](CC1)N2)C(=O)OC(C)(C)C |r|